NC1=C2CN(CC2=CC=C1)C(=O)C1=C(C(=C(C=C1O)O)C)OCC1CC1 (4-aminoisoindolin-2-yl)(2-(cyclopropylmethoxy)-4,6-dihydroxy-3-methylphenyl)methanone